4-(1,3-dithian-2-yl)-N-(3-hydroxypyridin-2-yl)benzamide S1C(SCCC1)C1=CC=C(C(=O)NC2=NC=CC=C2O)C=C1